7-(2,8-Dimethylimidazo[1,2-b]pyridazin-6-yl)-5-fluoro-3-(4-piperidinyl)-1,2,4-benzotriazine dihydrochloride Cl.Cl.CC=1N=C2N(N=C(C=C2C)C2=CC3=C(N=C(N=N3)C3CCNCC3)C(=C2)F)C1